ClC1=C(C=CC=2N(S(C3=C(C21)C=CC=C3)(=O)=O)CC(=O)NC3CCCCC3)F 2-(10-chloro-9-fluoro-5,5-dioxido-6H-dibenzo[c,e][1,2]thiazin-6-yl)-N-cyclohexylacetamide